OCC(C(=O)N)(NC(=O)C1=C(OC2=C1C=C(C=C2)OCC2(CC2)C(F)(F)F)C)C 3-hydroxy-2-methyl-2-[(2-methyl-5-{[1-(trifluoromethyl)cyclopropyl]methoxy}-1-benzofuran-3-yl)formamido]propanamide